N[C@@H](C(C)C)C(=O)N[C@@H](CC1=CC=CC=C1)C(=O)OC(C)(C)C tert-butyl L-valyl-L-phenylalaninate